tert-butyl 4-(6-(1-methyl-1H-pyrazol-4-yl)pyrazolo[1,5-a]pyridin-3-yl)piperazine-1-carboxylate CN1N=CC(=C1)C=1C=CC=2N(C1)N=CC2N2CCN(CC2)C(=O)OC(C)(C)C